OC1C(C=C(CC1O)CNC(=O)C=1C(=C(C=C(C1)O)CC(=O)O)O)=O (3-((4,5-dihydroxy-3-oxocyclohex-1-enyl)methylaminocarbonyl)-2,5-dihydroxyphenyl)acetic acid